2-((1H-indazol-6-yl)amino)-7H-purin N1N=CC2=CC=C(C=C12)NC1=NC=C2NC=NC2=N1